7-(5-fluoropyrimidin-2-yl)oxy-3-[(4-methoxyphenyl)methoxy]-1-(4,4,4-trifluorobutyl)indazole FC=1C=NC(=NC1)OC=1C=CC=C2C(=NN(C12)CCCC(F)(F)F)OCC1=CC=C(C=C1)OC